N1=CC=C(C2=CC=CC=C12)SC(C(=O)C1=NC=CC=C1N)(C)C 2-(quinolin-4-ylthio)-2-methylpropionyl-(3-aminopyridine)